NC1=NNC(=C1)C1(CC1)CCO 2-[1-(3-amino-1H-pyrazol-5-yl)cyclopropyl]ethanol